(2-amino-3-(3-((6-((3-fluorobenzyl)oxy)pyridin-3-yl)methyl)isoxazol-5-yl)pyridin-1-ium-1-yl)methyl hydrogen phosphate P(=O)(OC[N+]1=C(C(=CC=C1)C1=CC(=NO1)CC=1C=NC(=CC1)OCC1=CC(=CC=C1)F)N)(O)[O-]